FC1=CC(=CC2=C1N=C(S2)OC2CCN(CC2)C)C=2C=C(C=1N(N2)C=C(N1)C)C 6-{4-fluoro-2-[(1-methylpiperidin-4-yl)oxy]-1,3-benzothiazol-6-yl}-2,8-dimethylimidazo[1,2-b]pyridazine